(2S,4R)-4-fluoro-N-[(S)-[3-fluoro-4-(1-methylcyclopropyl)phenyl](phenyl)methyl]-1-[2-(1H-1,2,3-triazol-5-yl)acetyl]pyrrolidine-2-carboxamide F[C@@H]1C[C@H](N(C1)C(CC1=CN=NN1)=O)C(=O)N[C@@H](C1=CC=CC=C1)C1=CC(=C(C=C1)C1(CC1)C)F